Br.N1CC(CC1)C=1C(=NSC1)O 4-(3-pyrrolidinyl)-3-hydroxyisothiazole hydrobromide salt